ClC=1C=C(C=CC1F)NC(NCCCO)=O 3-(3-chloro-4-fluorophenyl)-1-(3-hydroxypropyl)urea